ClC=1C(=NC(=NC1)NC1=C(C=C2C3(CNCC2=C1)CC3)OC)NC([O-])=S 5-chloro-2-((6'-methoxy-2',3'-dihydro-1'H-spiro[cyclopropane-1,4'-isoquinolin]-7'-yl)amino)pyrimidin-4-THIOCARBAMATE